C(C)(C)(C)OC(=O)N1[C@H]([C@H](C(C1)(F)F)NS(=O)(=O)CC)CC1=CC(=CC=C1)Cl (2S,3R)-2-[(3-chlorophenyl)methyl]-3-[(ethylsulfonyl)amino]-4,4-difluoropyrrolidine-1-carboxylic acid tert-butyl ester